ClC1=C(C=C(C(=C1)F)N1C(N(C(=CC1=O)C(F)(F)F)C)=O)C1=NOC2C1CCC2C 3-{2-Chloro-4-fluoro-5-[3-methyl-2,6-dioxo-4-(trifluoromethyl)-3,6-dihydropyrimidin-1(2H)-yl]phenyl}-6-methyl-3a,4,5,6-tetrahydro-6aH-cyclopenta[d][1,2]oxazol